benzyl ((R)-phenoxy((S)-2,2,2-trifluoro-1-((2S,3S,5R)-5-(5-fluoro-2,4-dioxo-3,4-dihydropyrimidin-1(2H)-yl)-3-hydroxytetrahydrofuran-2-yl)ethoxy)phosphoryl)-L-alaninate O(C1=CC=CC=C1)[P@](=O)(O[C@H](C(F)(F)F)[C@H]1O[C@H](C[C@@H]1O)N1C(NC(C(=C1)F)=O)=O)N[C@@H](C)C(=O)OCC1=CC=CC=C1